NC1=C(C=C(C=C1)C[C@@H](C(=O)OC(C)(C)C)NC(=O)OC(C)(C)C)[N+](=O)[O-] tert-butyl (S)-3-(4-amino-3-nitrophenyl)-2-((tert-butoxycarbonyl)amino)propanoate